(S)-N-(1-(4-(N-Cyclobutylsulfamoyl)phenylamino)-1-oxo-3-phenylprop-2-yl)-4-fluorobenzamide C1(CCC1)NS(=O)(=O)C1=CC=C(C=C1)NC([C@H](CC1=CC=CC=C1)NC(C1=CC=C(C=C1)F)=O)=O